1-(trimethoxysilyl) methacrylate C(C(=C)C)(=O)O[Si](OC)(OC)OC